OC1=CC=C(C(=O)NCCCCCCCC(=O)O)C=C1 8-(N-4-hydroxybenzoyl)aminocaprylic acid